6-(2,5-dioxo-2,5-dihydro-1H-pyrrol-1-yl)-N-(2,5,8,11,14,17,20,23-octaoxapentacosan-25-yl)hexanamide O=C1N(C(C=C1)=O)CCCCCC(=O)NCCOCCOCCOCCOCCOCCOCCOCCOC